C1(CCCC1)NC1=NC(=NC=C1C(=O)OCC)SC Ethyl 4-(cyclopentylamino)-2-(methylthio)pyrimidine-5-carboxylate